C(#N)N1C[C@H]([C@H](C1)C1CC1)C1=C(C(=O)N)C=CC(=C1F)C=1C=NN(C1)C ((cis)-1-cyano-4-cyclopropylpyrrolidin-3-yl)-3-fluoro-4-(1-methyl-1H-pyrazol-4-yl)benzamide